O=C1NC(CCC1N1C(C2=CC=C(C=C2C1=O)N1CCC(CC1)C1CN(C1)C(=O)OC(C)(C)C)=O)=O tert-butyl 3-(1-(2-(2,6-dioxopiperidin-3-yl)-1,3-dioxoisoindolin-5-yl)piperidin-4-yl)azetidine-1-carboxylate